1,1,1-trifluoro-2-((R or S)-3-(2-(5-fluoro-thiophen-2-yl)ethyl)-1-(2-(6-methylpyridin-3-yl)propan-2-yl)pyrrolidin-3-yl)propan-2-yl carbamate C(N)(OC(C(F)(F)F)(C)[C@]1(CN(CC1)C(C)(C)C=1C=NC(=CC1)C)CCC=1SC(=CC1)F)=O |o1:9|